Ethyl (S)-3-(5-cyclopropyl-4-fluoro-3',4',6'-trimethyl-2'-(pent-4-en-1-yloxy)-[1,1'-biphenyl]-3-yl)-3-((R)-2-((methylsulfonyl)oxy)pent-4-enamido)propanoate C1(CC1)C=1C(=C(C=C(C1)C1=C(C(=C(C=C1C)C)C)OCCCC=C)[C@H](CC(=O)OCC)NC([C@@H](CC=C)OS(=O)(=O)C)=O)F